The molecule is a neolignan isolated from the stems of Sinocalamus affinis. It has a role as a plant metabolite. It is a neolignan, a furofuran, a dimethoxybenzene, a member of phenols and a primary alcohol. COC1=CC(=CC(=C1O[C@@H](CO)[C@@H](C2=C(C(=CC=C2)O)OC)O)OC)[C@H]3[C@@H]4CO[C@H]([C@@H]4CO3)C5=CC(=C(C=C5)O)OC